C(#N)[C@H]1N(CSC1)C(CNC(=O)C1=CC=NC2=CC=C(C=C12)N1CC(OCC1)(C)C)=O (R)-N-(2-(4-cyanothiazolidin-3-yl)-2-oxoethyl)-6-(2,2-dimethylmorpholino)-quinoline-4-carboxamide